behenyl succinate C(CCC(=O)[O-])(=O)OCCCCCCCCCCCCCCCCCCCCCC